3-(dimethylcarbamoyl)pyridine-2-sulfonyl chloride CN(C(=O)C=1C(=NC=CC1)S(=O)(=O)Cl)C